C(C)(C)OC([C@H](C)N=P(=O)OC1=CC(=C(C=C1)C)OC[C@H]1O[C@H]([C@]([C@@H]1O)(C)F)N1C(NC(C=C1)=O)=O)=O (S)-2-{[(2r,3r,4r,5r)-5-(2,4-dioxo-3,4-dihydro-2H-pyrimidin-1-yl)-4-fluoro-3-hydroxy-4-methyl-tetrahydro-furan-2-ylmethoxy]-p-tolyloxy-phosphorylamino}-propionic acid isopropyl ester